C(C1=CC=CC=C1)(=O)O.N[C@H](C1CCN(CC1)C([C@@H](CO)O)=O)C1=C(C=C(C(=C1)Cl)C)O ((2R)-1-[4-[(R)-amino(5-chloro-2-hydroxy-4-methylphenyl)methyl]piperidin-1-yl]-2,3-dihydroxypropan-1-one) benzoate